C(C)OC=1C(=C(C=CC1)C1CCC2(CN(C2)C(=O)C2CC(C2)(C)O)CC1)C (7-(3-ethoxy-2-methylphenyl)-2-azaspiro[3.5]non-2-yl)((1s,3s)-3-hydroxy-3-methylcyclobutyl)methanone